1-bromo-4-trifluorometh-oxybenzene BrC1=CC=C(C=C1)OC(F)(F)F